5-Chloro-2,9-dimethyl-3-(2-trifluoromethyl-pyridin-4-yl)-8,9-dihydro-7H-6-oxa-1,3a,4,9-tetraaza-cyclopenta[a]naphthalene ClC1=NN2C(C=3N(CCOC13)C)=NC(=C2C2=CC(=NC=C2)C(F)(F)F)C